1-(4-((4-((2-fluoro-4-((2-(4-isopropylpiperazin-1-yl)pyridin-4-yl)oxy)phenyl)amino)-7-methoxyquinazolin-6-yl)amino)piperidin-1-yl)prop-2-en-1-one FC1=C(C=CC(=C1)OC1=CC(=NC=C1)N1CCN(CC1)C(C)C)NC1=NC=NC2=CC(=C(C=C12)NC1CCN(CC1)C(C=C)=O)OC